2',5'-dichloro-4-((3,5-difluoropyridin-2-yl)methoxy)-6-methyl-2H-[1,4'-bipyridine] ClC1=NC=C(C(=C1)N1CC=C(C=C1C)OCC1=NC=C(C=C1F)F)Cl